C(O)C1C(C(=O)OCCC1)(CO)CO TRIMETHYLOLcaprolactone